C1(CCC1)CN(C(OC(C)(C)C)=O)[C@H]1CN(CCC1)C=1C=NN(C(C1)=O)CN1N=NC(=C1)C=1C=NC=C(C1)OC tert-butyl N-(cyclobutylmethyl)-N-[(3R)-1-[1-[[4-(5-methoxy-3-pyridyl)triazol-1-yl]methyl]-6-oxo-pyridazin-4-yl]-3-piperidyl]carbamate